Cl.Cl.C(CCCCC)(=O)N hexanamide, dihydrochloride